CN1C(=NC(=C1)C=1C=C2CN(C(C2=CC1)=O)C1C(NC(CC1)=O)=O)C1CCOCC1 3-(5-(1-methyl-2-(tetrahydro-2H-pyran-4-yl)-1H-imidazol-4-yl)-1-oxoisoindolin-2-yl)piperidine-2,6-dione